2-methylpent-1-en-3-ol CC(=C)C(CC)O